tert-butyl 4-(((3S)-3-((3-(2,6-dioxopiperidin-3-yl)-1-methyl-1H-indazol-6-yl)oxy)pyrrolidin-1-yl)methyl)piperidine-1-carboxylate O=C1NC(CCC1C1=NN(C2=CC(=CC=C12)O[C@@H]1CN(CC1)CC1CCN(CC1)C(=O)OC(C)(C)C)C)=O